azobis(2,4-dimethyl-4-n-butoxyvaleronitrile) N(=NC(C#N)(CC(C)(C)OCCCC)C)C(C#N)(CC(C)(OCCCC)C)C